C(CCCCCCCCCCC)OS(=O)(=O)C1=CC=CC=C1.[PH4+] phosphonium dodecylbenzensulfonate salt